(3-aminopropyl)-tri-ethoxysilane tert-Butyl-(4-{[2-chloro-5-(6-formylpyridin-3-yl)phenyl]carbamoyl}-1,3-oxazol-2-yl)carbamate C(C)(C)(C)N(C(O)=O)C=1OC=C(N1)C(NC1=C(C=CC(=C1)C=1C=NC(=CC1)C=O)Cl)=O.NCCC[Si](OCC)(OCC)OCC